2,6-dibromophenylene ether BrC12C(C(=CC=C1)Br)O2